FC1=C2C=CC=NC2=C(C(=C1)C(NC(CCCC)=O)C1=CC=C(C=C1)OC)O N-[(5-fluoro-8-hydroxyquinolin-7-yl)(4-methoxyphenyl)methyl]pentanamide